(R)-7-bromo-6-iodo-N-(1-(2-methyl-3-(trifluoromethyl)phenyl)ethyl)quinazoline BrC1=C(C=C2C=NCN(C2=C1)[C@H](C)C1=C(C(=CC=C1)C(F)(F)F)C)I